NC1=NC=C2N(C(N(C2=N1)[C@@H]1O[C@@H]([C@H]([C@H]1O)F)CO)=O)CC1=CC=CC=C1 2-Amino-7-benzyl-9-((2R,3S,4S,5R)-4-fluoro-3-hydroxy-5-(hydroxymethyl)tetrahydrofuran-2-yl)-7,9-dihydro-8H-purin-8-on